Cl.S1C=CC2=C1CC(CC2)N2CCCC2 1-(4,5,6,7-tetrahydrobenzothiophen-6-yl)pyrrolidine hydrochloride